methyl 4-Boc-5-oxo-5,6-dihydro-4H-thieno[3,2-b]pyrrole-2-carboxylate C(=O)(OC(C)(C)C)N1C2=C(CC1=O)SC(=C2)C(=O)OC